C(C)(=O)OCC1=C(C=C(C=C1)Cl)[N+](=O)[O-] (2-nitro-4-chloro-phenyl)-methyl acetate